4-[[3-(2,4-dioxohexahydropyrimidin-1-yl)-1-methyl-indazol-6-yl]amino]-3,3-difluoro-piperidine-1-carboxylic acid tert-butyl ester C(C)(C)(C)OC(=O)N1CC(C(CC1)NC1=CC=C2C(=NN(C2=C1)C)N1C(NC(CC1)=O)=O)(F)F